7-(3-methylcyclobutoxy)imidazo[1,2-a]Pyridine CC1CC(C1)OC1=CC=2N(C=C1)C=CN2